C(C)(C)(C)C=1C=C(C=CC1)C1CC2(CNC2)C1 6-(3-{tert-butyl}phenyl)-2-azaspiro[3.3]heptane